nonylazide C(CCCCCCCC)N=[N+]=[N-]